NC1CCN(CC1)CC1=CC=C(C=C1)N1C(=NC=2C1=NC(=CC2)C=2C=C(C=CC2)NC(C)=O)C=2C(=NC=CC2)N N-[3-[3-[4-[(4-amino-1-piperidyl)methyl]phenyl]-2-(2-amino-3-pyridyl)imidazo[4,5-b]pyridin-5-yl]phenyl]acetamide